(R)-N-(3-methyl-1H-pyrazol-5-yl)-6-(3-methylmorpholino)-4-(4-(methylsulfonyl)tetrahydro-2H-pyran-4-yl)pyridin-2-amine CC1=NNC(=C1)NC1=NC(=CC(=C1)C1(CCOCC1)S(=O)(=O)C)N1[C@@H](COCC1)C